(R,Z)-N'-((4-chlorophenyl)sulfonyl)-3-(4-fluorophenyl)-4-phenyl-N-((1R,3S)-3-sulfamoylcyclopentyl)-4,5-dihydro-1H-pyrazole-1-carboximidamide ClC1=CC=C(C=C1)S(=O)(=O)\N=C(\N[C@H]1C[C@H](CC1)S(N)(=O)=O)/N1N=C([C@@H](C1)C1=CC=CC=C1)C1=CC=C(C=C1)F